NCC(C1=CC=C(C=C1)C(F)(F)F)N1N=C(C(=C1)C1=C(C(=NC=N1)N)C1=CC=C(C=C1)Cl)C(F)(F)F 6-(1-{2-amino-1-[p-(trifluoromethyl)phenyl]ethyl}-3-(trifluoromethyl)-1H-pyrazol-4-yl)-5-(p-chlorophenyl)-4-pyrimidinamine